ClC=1C=C(C=CC1F)C(C)N1C[C@@H](N(C[C@H]1C)C1=CC(N(C=2C=CC(=NC12)C#N)C)=O)C 8-((2s,5r)-4-(1-(3-chloro-4-fluorophenyl)ethyl)-2,5-dimethylpiperazin-1-yl)-5-methyl-6-oxo-5,6-dihydro-1,5-naphthyridine-2-carbonitrile